CC1(OCC(O1)CN(CCC[C@H]1CC(N(C1)C(=O)OC(C)(C)C)(C)C)C1=NC(=CC=C1)S(N)(=O)=O)C tert-butyl (4S)-4-[3-[(2,2-dimethyl-1,3-dioxolan-4-yl)methyl-(6-sulfamoyl-2-pyridyl)amino]propyl]-2,2-dimethyl-pyrrolidine-1-carboxylate